N-(5-cyclobutyl-1H-pyrazol-3-yl)-2-(4-((3-(2,4-dioxotetrahydropyrimidin-1(2H)-yl)benzyl)oxy)phenyl)acetamide C1(CCC1)C1=CC(=NN1)NC(CC1=CC=C(C=C1)OCC1=CC(=CC=C1)N1C(NC(CC1)=O)=O)=O